FC(C(C(C(F)(F)F)(F)F)(F)F)(S(=O)(=O)[O-])F.C(C)(C)(C)C1=CC=C(C=C1)[S+](C1=CC=C(C=C1)C(C)(C)C)C1=CC=C(C=C1)C(C)(C)C tris-(4-t-butylphenyl)sulfonium perfluoro-1-butanesulfonate